ClC1=CC=C(C=C1)N1N=C(C=C1C1=CC=C(C=C1)C(F)(F)F)OCC(=O)O ({1-(4-Chlorophenyl)-5-[4-(trifluoromethyl)phenyl]-1H-pyrazol-3-yl}oxy)acetic acid